tert-butyl 5-amino-4-(5-(6-amino-5-((8-benzoyl-3,8-diazabicyclo[3.2.1]octan-3-yl)methyl)pyridin-2-yl)-1-oxoisoindolin-2-yl)-5-oxopentanoate NC(C(CCC(=O)OC(C)(C)C)N1C(C2=CC=C(C=C2C1)C1=NC(=C(C=C1)CN1CC2CCC(C1)N2C(C2=CC=CC=C2)=O)N)=O)=O